ClC=1C=C(C=C(C1)F)C1=C(C(=CC=C1)C[C@@H]1N(C[C@@H]([C@@H]1NS(=O)(=O)CC)F)C(=O)C1OCC1)F N-[(2S,3R,4S)-2-[(3'-chloro-2,5'-difluoro[1,1'-biphenyl]-3-yl)methyl]-4-fluoro-1-(oxetane-2-carbonyl)pyrrolidin-3-yl]ethanesulfonamide